2-tert-butylsulfonyl-N-[6-(5-chloro-1,3-benzothiazol-2-yl)spiro[3.3]heptane-2-yl]pyridine-4-carboxamide C(C)(C)(C)S(=O)(=O)C1=NC=CC(=C1)C(=O)NC1CC2(C1)CC(C2)C=2SC1=C(N2)C=C(C=C1)Cl